FC1(OC(C(C1(F)F)(F)F)(C(C(C(F)(F)F)(F)F)(F)F)F)F 2,2,3,3,4,4,5-heptafluoro-5-(heptafluoropropyl)tetrahydrofuran